9,9-dimethoxyheptadecane COC(CCCCCCCC)(CCCCCCCC)OC